6-chloro-5-[(5-chlorobenzo[b]thiophen-2-yl)methoxy]-2-methylpyridazin-3(2H)-one ClC=1C(=CC(N(N1)C)=O)OCC1=CC2=C(S1)C=CC(=C2)Cl